COC(=O)C=1N=NN(C1C)C1=C(C=CC=C1)F 1-(2-fluorophenyl)-5-methyl-1H-1,2,3-triazole-4-carboxylic acid methyl ester